OC1=CC=C(C=C1)C([TeH])C 1-hydroxy-4-(methylhydrotelluro-methyl)benzene